(3,3-difluorocyclobutyl)boric acid FC1(CC(C1)OB(O)O)F